C1(=CC=CC=C1)C#CC1=CC=C(O1)C=O (5-(phenylethynyl)furan-2-yl)methanone